Dimethyl (2-methyl-5-nitro-1,2-dihydroisoquinolin-1-yl)phosphonate CN1C(C2=CC=CC(=C2C=C1)[N+](=O)[O-])P(OC)(OC)=O